ClC=1C=CC(=C2C=NN(C(C12)=O)C)OC1CC2(CN(C2)CCNC2=CC=3N(C=C2F)C=NN3)C1 8-Chloro-5-[[2-[2-[(6-fluoro-[1,2,4]triazolo[4,3-a]pyridin-7-yl)amino]ethyl]-2-azaspiro[3.3]heptan-6-yl]oxy]-2-methyl-phthalazin-1-one